COC(=O)C=1C(C2=C(NC1CF)COC2=O)C2=C(C(=CC=C2)F)CC(F)F.O2C(=NN=C2C2=CC=C(C=C2)C=2C(=O)NC(C2)=O)C2=CC=C(C=C2)C=2C(=O)NC(C2)=O [1,3,4-oxadiazole-2,5-diylbis(4,1-phenylene)]bismaleimide methyl-4-(2-(2,2-difluoroethyl)-3-fluorophenyl)-2-(fluoromethyl)-5-oxo-1,4,5,7-tetrahydrofuro[3,4-b]pyridine-3-carboxylate